Sulfosuccinimidyl 4-(maleimidomethyl)cyclohexane-1-carboxylate C1(C=CC(N1CC1CCC(CC1)C(=O)ON1C(C(CC1=O)S(=O)(=O)O)=O)=O)=O